FC1=C(C(=CC=C1)F)C1=NC=2C=CNC(C2C(=C1)NC1=NC=C(C=C1)CS(=O)(=O)C)=O 2-(2,6-difluoro-phenyl)-4-[[5-(methyl-sulfonyl-methyl)-2-pyridyl]amino]-6H-1,6-naphthyridin-5-one